C(C1=CC(=O)NC(=O)N1)(=O)O.C(C1=CC(=O)NC(=O)N1)(=O)O.N1=CC=CC(=C1)C1N(C)CCC1 nicotine bis-orotate